4-[[3-(3-carboxypropylcarbamoyloxy)-2-hydroxy-propoxy]carbonylamino]butanoic acid C(=O)(O)CCCNC(=O)OCC(COC(=O)NCCCC(=O)O)O